(S)-(2-(Benzyloxy)-4,6-dihydroxyphenyl)(6-((1-methylpiperidin-4-yl)oxy)-8-((tetrahydrofuran-3-yl)amino)-3,4-dihydroisoquinolin-2(1H)-yl)methanone C(C1=CC=CC=C1)OC1=C(C(=CC(=C1)O)O)C(=O)N1CC2=C(C=C(C=C2CC1)OC1CCN(CC1)C)N[C@@H]1COCC1